tertiary hexyl-trimethoxysilane C(C)(C)(CCC)[Si](OC)(OC)OC